C(C1=CC=CC=C1)NC1=NC=2N(C=C1)N=C(C2C#N)C2=CC(=CC=C2)F 5-(benzylamino)-2-(3-fluorophenyl)pyrazolo[1,5-a]pyrimidine-3-carbonitrile